C1(CC1)C(=O)N1CC2=C(CC1)SC(=C2)C=2C=C(C(=C(C2)C(C)=O)O)OC 1-(5-(5-(cyclopropanecarbonyl)-4,5,6,7-tetrahydrothieno[3,2-c]pyridin-2-yl)-2-hydroxy-3-methoxyphenyl)ethan-1-one